N1CC(CCC1)CC(=O)OCC ethyl 2-(piperidin-3-yl)acetate